3-(1,2,5-trimethyl-1H-indol-3-yl)propionamide CN1C(=C(C2=CC(=CC=C12)C)CCC(=O)N)C